C(C=C)(=O)N1CCN(CC1)C1=CC=C(C=C1)[C@H](C)NC=1N=CC2=C(N1)N(C(C=C2)=O)[C@@H](C)C(C)C 2-({(1S)-1-[4-(4-propenoylpiperazin-1-yl)phenyl]ethyl}amino)-8-[(2S)-3-methylbutan-2-yl]pyrido[2,3-d]pyrimidin-7(8H)-one